N-(2-((2-(2-ethoxy-7-methylquinoxalin-5-yl)-4-methylbenzo[d]thiazol-6-yl)oxy)ethyl)-4-fluorobenzenesulfonamide C(C)OC1=NC2=CC(=CC(=C2N=C1)C=1SC2=C(N1)C(=CC(=C2)OCCNS(=O)(=O)C2=CC=C(C=C2)F)C)C